4,7-dichloro-1H-indole-2-carboxamide ClC1=C2C=C(NC2=C(C=C1)Cl)C(=O)N